4-(4-{[2-(dimethylamino)ethyl](methyl)amino}-2-oxo-2,3-dihydro-1H-1,3-benzodiazol-1-yl)-N-(3-methoxy-4-methylphenyl)cyclohexane-1-carboxamide CN(CCN(C1=CC=CC=2N(C(NC21)=O)C2CCC(CC2)C(=O)NC2=CC(=C(C=C2)C)OC)C)C